2,5-di(t-amyl)-hydroquinone C(C)(C)(CC)C1=C(O)C=C(C(=C1)O)C(C)(C)CC